[N+](=O)([O-])C=1C=C(C=CC1)N(N=C(C1=NC(=NC=C1C1=C(C=CC=C1)Cl)NC1=CC=C(C=C1)C#N)C1=NC(=NC=C1C1=C(C=CC=C1)Cl)NC1=CC=C(C=C1)C#N)C(=O)N 2-chlorophenyl-2-(4-cyanophenylamino)-pyrimidin-4-ylketone-N-(3-nitrophenyl) semicarbazone